cis-8-dimethylamino-8-phenyl-3-quinazolin-6-yl-1,3-diazaspiro[4.5]decan-2-one CN(C1(CCC2(CN(C(N2)=O)C=2C=C3C=NC=NC3=CC2)CC1)C1=CC=CC=C1)C